C(C)(C)(C)OC(=O)NC1=CC=C(C=C1)C1=C2CN(C(C2=CC=C1)=O)[C@H](C(=O)O)CO (S)-2-(4-(4-((tert-butoxycarbonyl)amino)phenyl)-1-oxoisoindolin-2-yl)-3-hydroxypropanoic acid